ClC=1C(=NC2=CC(=C(N=C2C1N[C@H](C)C1=CC(=NC=C1)OC)C=1C=NC(=CC1)P(=O)(C)C)F)C 3-chloro-6-[6-(dimethylphosphoryl)pyridin-3-yl]-7-fluoro-N-[(1R)-1-(2-methoxypyridin-4-yl)ethyl]-2-methyl-1,5-naphthyridin-4-amine